(5Z)-5-(1H-benzimidazol-5-ylmethylene)-3-methyl-2-thioxo-imidazolidin-4-one N1C=NC2=C1C=CC(=C2)\C=C/2\C(N(C(N2)=S)C)=O